[3-(acryloylamino)propyl]dimethylammonium chloride [Cl-].C(C=C)(=O)NCCC[NH+](C)C